2-[[4-iodo-6-(morpholin-4-yl)pyridin-2-yl]amino]ethanol IC1=CC(=NC(=C1)N1CCOCC1)NCCO